Cl.CN(CCC(C(=O)O)F)C 4-(dimethylamino)-2-fluorobutyric acid hydrochloride